S(C#N)C1=CNC2=CC=C(C=C12)C#N 3-thiocyanato-1H-indole-5-carbonitrile